C(C)C1(C(CCCC1)(N)CC)N diethyl-1,2-cyclohexanediamine